C(C)(=O)[O-].C(CCCC)[N+]1(CCCC1)CCC 1-Pentyl-1-propylpyrrolidinium acetat